2-chloro-N-methylethanamine hydrochloride salt Cl.ClCCNC